methyl-2-(5-(1'-methyl-1H,1'H-[3,3'-bipyrazol]-1-yl)-7-morpholino-3H-imidazo[4,5-b]pyridin-3-yl)ethanamine hydrochloride Cl.CC(CN1C=NC=2C1=NC(=CC2N2CCOCC2)N2N=C(C=C2)C2=NN(C=C2)C)N